CN1CCCCC1=O Methyl-6-oxopiperidine